(E)-9-((4-methoxybenzylidene)amino)-2-morpholino-N-(pyridin-4-yl)-9H-purin-6-amine COC1=CC=C(\C=N\N2C3=NC(=NC(=C3N=C2)NC2=CC=NC=C2)N2CCOCC2)C=C1